ClC1(C)C(C=C(C=C1)Cl)Cl 1,2,4-trichlorotoluene